C12C(CC(CC1)C2)C(C(=O)OC)F methyl 2-{bicyclo[2.2.1]heptan-2-yl}-2-fluoroacetate